C(C)(C)(C)C1=CC=2C(=NC(=CN2)[C@H]2CCC[C@H]([C@@H](N2)CO)CC(F)(F)F)N1C [(2R,3S,7R)-7-(6-tert-butyl-5-methyl-pyrrolo[2,3-b]pyrazin-3-yl)-3-(2,2,2-trifluoroethyl)azepan-2-yl]methanol